C(C1=CC=CC=C1)OC(=O)N1CC(N(CC1)CC1=C2CCN(C(C2=CC=C1)C)C(=O)OC(C)(C)C)=O tertbutyl 5-((4-((benzyloxy)carbonyl)-2-oxopiperazin-1-yl) methyl)-1-methyl-3,4-dihydroisoquinoline-2(1H)-carboxylate